S1C(=NC2=C1C=CC=C2)NC(=O)C=2C=CC=C1CCN(CC21)C2=CC=C(C(=N2)C(=O)O)C=2C=NN(C2)C2CCC1=CC=CC=C21 6-[8-(1,3-benzothiazol-2-ylcarbamoyl)-3,4-dihydroisoquinolin-2(1H)-yl]-3-[1-(2,3-dihydro-1H-inden-1-yl)-1H-pyrazol-4-yl]pyridine-2-carboxylic acid